C(C)(C)C=1C2=C(NC1C=1C=C(C=3N(C1)N=CN3)C)C=C(S2)C(=O)C2CCNCC2 (6-isopropyl-5-(8-methyl-[1,2,4]triazolo[1,5-a]pyridin-6-yl)-4H-thieno[3,2-b]pyrrol-2-yl)(piperidin-4-yl)methanone